ClC=1N=CC=2C3=C(C(=NC2C1F)S(=O)C)C=C(N3C3C1CN(C3C1)C(=O)OC(C)(C)C)C tert-butyl (endo)-5-(7-chloro-6-fluoro-2-methyl-4-(methylsulfinyl)-1H-pyrrolo[3,2-c][1,6]naphthyridin-1-yl)-2-azabicyclo[2.1.1]hexane-2-carboxylate